2,2'-(phenylazanediyl)bis(4-fluoro-N-(quinolin-8-yl)benzamide) C1(=CC=CC=C1)N(C1=C(C(=O)NC=2C=CC=C3C=CC=NC23)C=CC(=C1)F)C1=C(C(=O)NC=2C=CC=C3C=CC=NC23)C=CC(=C1)F